(1,4-diazabicyclo[3.2.2]nonan-4-yl)(3-(4,4-difluorocyclohex-1-en-1-yl)-4,7-dihydropyrano[3,4-c]pyrazol-1(5H)-yl)methanone N12CCN(C(CC1)CC2)C(=O)N2N=C(C1=C2COCC1)C1=CCC(CC1)(F)F